N-[2-(3-bromophenyl)ethyl]-2-[1-[(4-methylphenyl)methyl]-5-oxopyrrolidin-2-yl]acetamid BrC=1C=C(C=CC1)CCNC(CC1N(C(CC1)=O)CC1=CC=C(C=C1)C)=O